2-[3-[[3-(3,5-dimethylpyrazol-1-yl)-6-oxopyridazin-1-yl]methyl]azetidin-1-yl]-6,7-dihydro-5H-cyclopenta[b]pyridine-3-carbonitrile CC1=NN(C(=C1)C)C1=NN(C(C=C1)=O)CC1CN(C1)C1=C(C=C2C(=N1)CCC2)C#N